2-[[4-[3-Chloro-4-[2-chloro-3-[5-[[2-hydroxyethyl(methyl)amino]methyl]-6-methoxy-2-pyridyl]phenyl]-2-pyridyl]-2-methoxy-phenyl]methyl-methyl-amino]ethanol ClC=1C(=NC=CC1C1=C(C(=CC=C1)C1=NC(=C(C=C1)CN(C)CCO)OC)Cl)C1=CC(=C(C=C1)CN(CCO)C)OC